N-(1-Amino-3-hydroxy-1-oxopropan-2-yl)-2-cyclopropyl-5-(pyridin-2-ylmethoxy)benzofuran-3-carboxamide NC(C(CO)NC(=O)C1=C(OC2=C1C=C(C=C2)OCC2=NC=CC=C2)C2CC2)=O